OC(CNC(NC=1C=C2C(=C(C(=NC2=CC1)C)C1=CC=CC=C1)NC(C)=O)=O)CC N-(6-(3-(2-hydroxybutyl)ureido)-2-methyl-3-phenylquinolin-4-yl)acetamide